NC1CN(CC1)C=1C2=C(N=CN1)NC=C2C(=O)C2=C(C=C(C=C2)OC2=CC=CC=C2)Cl (4-(3-Aminopyrrolidin-1-yl)-7H-pyrrolo[2,3-d]pyrimidin-5-yl)(2-chloro-4-phenoxyphenyl)methanone